(E)-m-(trifluoromethyl)cinnamic acid FC(C=1C=C(/C=C/C(=O)O)C=CC1)(F)F